1-benzyl-4-fluoro-N-(cis-4-trideuteriomethyl-7-(methylsulfonyl)-3-oxo-1,1a,2,3,4,8b-hexahydrobenzo[b]cyclopropa[d]azepin-2-yl)-1H-pyrazole-3-carboxamide C(C1=CC=CC=C1)N1N=C(C(=C1)F)C(=O)NC1C2C(C3=C(N(C1=O)C([2H])([2H])[2H])C=CC(=C3)S(=O)(=O)C)C2